4-[8-(2-bromo-4-pyridyl)-3,8-diazabicyclo[3.2.1]octan-3-yl]-6-[2-(methoxymethoxy)phenyl]pyridazin-3-amine BrC1=NC=CC(=C1)N1C2CN(CC1CC2)C2=C(N=NC(=C2)C2=C(C=CC=C2)OCOC)N